COC(C1=C(C=CC(=C1)CN1N=C2C(=C1C1=C(C=CC=C1)C)CN(C2)C)F)=O 2-fluoro-5-((5-methyl-3-(o-tolyl)-5,6-dihydropyrrolo[3,4-c]pyrazol-2(4H)-yl)methyl)benzoic acid methyl ester